ClC1=NN2C(C(=N1)NC1CCCC1)=CC=C2[C@H]2[C@@H]([C@@H]([C@H](O2)COC(CO)(C)P(O)(O)=O)O)O (2-(((2R,3S,4R,5S)-5-(2-chloro-4-(cyclopentylamino)pyrrolo[2,1-f][1,2,4]triazin-7-yl)-3,4-dihydroxytetrahydrofuran-2-yl)methoxy)-1-hydroxypropan-2-yl)phosphonic acid